IC1=C(OCSCC2=NNC(N2)=O)C=CC(=C1)I 3-[(2,4-Diiodophenoxymethylthio)methyl]-1H-1,2,4-triazol-5(4H)-one